NC(CCCNCCCC)N diaminodibutylamine